(2-methyl-2,3,4,7-tetrahydro-1H-pyrrolo[2,3-H]isoquinolin-8-yl)methanone CN1CC2=C3C(=CC=C2CC1)NC(=C3)C=O